Cl.ClC=1C=C2C(=CC1)NC([C@@]21CN([C@@H](C1)C(=O)N)C([C@H](CC(C)(C)F)NC([2H])([2H])[2H])=O)=O (3R,5'S)-5-chloro-1'-((S)-4-fluoro-4-methyl-2-((methyl-d3)amino)pentanoyl)-2-oxospiro[indoline-3,3'-pyrrolidine]-5'-carboxamide hydrochloride